The molecule is an optically active form of glutaminium having D-configuration. It is a conjugate acid of a D-glutamine. It is an enantiomer of a L-glutaminium. C(CC(=O)N)[C@H](C(=O)O)[NH3+]